3-((2R,6S)-2,6-Dimethylmorpholin-4-carbonyl)-5,6,7,8-tetrahydrocyclohepta[c]pyrazol C[C@@H]1CN(C[C@@H](O1)C)C(=O)C=1C=2C(=NN1)CCCCC2